2-[4-[2-[7-(5-chloropyrimidin-2-yl)-7-azaspiro[3.5]nonan-3-yl]ethoxy]-2-fluoro-phenyl]-1-[3-[[[(2S,3R,4R,5R)-2,3,4,5,6-pentahydroxyhexyl]amino]methyl]azetidin-1-yl]ethanone ClC=1C=NC(=NC1)N1CCC2(C(CC2)CCOC2=CC(=C(C=C2)CC(=O)N2CC(C2)CNC[C@@H]([C@H]([C@@H]([C@@H](CO)O)O)O)O)F)CC1